C(C)N1C=2C3=CN=C(C(OC(C4=CC(=CC=C4N4C=NC=C4CC2C=N1)F)C)=C3)N 3-ethyl-16-fluoro-19-methyl-20-oxa-3,4,10,12,23-pentaazapentacyclo[19.3.1.02,6.08,12.013,18]pentacosa-1(24),2(6),4,8,10,13,15,17,21(25),22-decaen-22-amine